C(CC(=C)C)C=1C(=CC(C(C(=O)O)C1)(O)CC(=O)C1=C(C=CC=C1)C1=CC(=CC=C1)F)OC 5-Isopentenyl-2-{2-[3'-fluoro-(1,1'-biphenyl)-2-yl]-2-oxoethyl}-4-methoxysalicylic acid